N-(3-methyl-pyrazin-2-yl)-carbamic acid tert-butyl ester C(C)(C)(C)OC(NC1=NC=CN=C1C)=O